7-((3-Aminophenyl)(tert-butoxycarbonyl)amino)-3-isopropylpyrazolo[1,5-a]pyrimidine NC=1C=C(C=CC1)N(C1=CC=NC=2N1N=CC2C(C)C)C(=O)OC(C)(C)C